OC=1C(C(=CN2C[C@@H]3N(C(C21)=O)C2CCC3CC2)C(=O)NCC2=C(C=C(C=C2F)F)F)=O (1S,4S,12aR)-7-hydroxy-6,8-dioxo-N-(2,4,6-trifluorobenzyl)-1,2,3,4,6,8,12,12a-octahydro-1,4-ethanodipyrido[1,2-a:1',2'-d]pyrazine-9-carboxamide